C(C)O[Si](CCCCCCCCCCN1N=NN=C1)(OCC)OCC 1-[10-(triethoxysilyl)decyl]-1H-tetrazole